C(C)N(CC(=O)[O-])CC.[K+] potassium N,N-diethylglycinate